4-((4-(2-fluoroethyl)piperazin-1-yl)methyl)-3-(trifluoromethyl)aniline FCCN1CCN(CC1)CC1=C(C=C(N)C=C1)C(F)(F)F